FC=1C(NC2=CC=CC=C2C1C(=O)O)=O 3-fluoro-2-oxo-1,2-dihydroquinoline-4-carboxylic acid